The molecule is trianion of xanthosine 5'-diphosphate arising from deprotonation of all three OH groups of the diphosphate. It is an organophosphate oxoanion and a xanthosine 5'-phosphate. It is a conjugate base of a XDP. C1=NC2=C(N1[C@H]3[C@@H]([C@@H]([C@H](O3)COP(=O)([O-])OP(=O)([O-])[O-])O)O)NC(=O)NC2=O